(S)-N-(3-((1-(6-(2-(ethyl(isopropyl)carbamoyl)-4-fluorophenoxy)-1,2,4-triazin-5-yl)pyrrolidin-3-yl)methyl)-3-azaspiro[5.5]undec-9-yl)-5-methylisoxazole-3-carboxamide C(C)N(C(=O)C1=C(OC2=C(N=CN=N2)N2C[C@@H](CC2)CN2CCC3(CC2)CCC(CC3)NC(=O)C3=NOC(=C3)C)C=CC(=C1)F)C(C)C